C(=O)(OC(C)(C)C)N[C@H](CC(=O)O)CC1=CC=CC=C1 (S)-3-(Boc-amino)-4-phenyl-butyric acid